(tert-Butoxymethyl)-6-(3-chloro-6-(difluoromethyl)-2-fluorophenyl)pyrazine-2-carboxylic acid C(C)(C)(C)OCC=1C(=NC(=CN1)C1=C(C(=CC=C1C(F)F)Cl)F)C(=O)O